FC1=C(C=CC(=C1C)B1OC(C(O1)(C)C)(C)C)C=1C=NN(C1C)CCOC 4-[2-fluoro-3-methyl-4-(4,4,5,5-tetramethyl-1,3,2-dioxaborolan-2-yl)phenyl]-1-(2-methoxyethyl)-5-methyl-pyrazole